ClC1=CC=C(C=C1)N1C(=NN=C1SC)[C@@H]1CC[C@H](CC1)OC1=NC=CC=C1 Trans-2-((4-(4-(4-chlorophenyl)-5-(methylsulfanyl)-4H-1,2,4-triazol-3-yl)cyclohexyl)oxy)pyridine